(S)-N-(4-(4-methylpiperazin-1-yl)phenyl)-6-(7-phenyl-5-oxa-6-azaspiro[2.4]heptan-6-yl)pyrimidine-4-amine CN1CCN(CC1)C1=CC=C(C=C1)NC1=NC=NC(=C1)N1OCC2(CC2)[C@@H]1C1=CC=CC=C1